OC1=C(C(=O)C2=CC=C(C=C2)OC(C)C)C=CC(=C1)OC 2-hydroxy-4-methoxy-4'-isopropoxybenzophenone